2-[(4-acetylpiperazin-1-yl)methyl]-5-chloro-7,8-dihydro-6H-spiro[[1,3]oxazolo[5,4-f]quinazoline-9,1'-cyclohexane]-7-one C(C)(=O)N1CCN(CC1)CC=1OC2=C3C(=C(C=C2N1)Cl)NC(NC31CCCCC1)=O